9,10-Di(naphth-2-yl)anthracene C1=C(C=CC2=CC=CC=C12)C=1C2=CC=CC=C2C(=C2C=CC=CC12)C1=CC2=CC=CC=C2C=C1